(1R)-1-[3-(1,1-difluoroethyl)-2-fluorophenyl]ethane-1-amine FC(C)(F)C=1C(=C(C=CC1)[C@@H](C)N)F